3,3-bis(p-dimethylaminophenyl)phthalide tert-butyl-4-[2-(2,6-dioxopiperidin-3-yl)-7-methoxy-1-oxo-2,3-dihydro-1H-isoindol-5-yl]piperazine-1-carboxylate C(C)(C)(C)OC(=O)N1CCN(CC1)C=1C=C2CN(C(C2=C(C1)OC)=O)C1C(NC(CC1)=O)=O.CN(C1=CC=C(C=C1)C1(OC(=O)C2=CC=CC=C12)C1=CC=C(C=C1)N(C)C)C